C(C)(C)(C)OC(=O)N1C(CC(CC1)N(C=1N=NC(=CC1)C=1C=CC(=C2C=CNC12)N1N=CC=C1)C)C.NC1=CC=C(C=C1)C1=NOC=C1 3-(4-aminophenyl)isoxazole tert-butyl-2-methyl-4-[methyl([6-[4-(pyrazol-1-yl)-1H-indol-7-yl]pyridazin-3-yl])amino]piperidine-1-carboxylate